6-(2-chlorophenyl)-2-[(4-{[2-(pyrrolidin-1-yl)ethyl]amino}phenyl)amino]imidazo[1,2-a]pyrimido[5,4-e]pyrimidin-5(6H)-one ClC1=C(C=CC=C1)N1C=2N(C3=C(C1=O)C=NC(=N3)NC3=CC=C(C=C3)NCCN3CCCC3)C=CN2